P(=O)([O-])([O-])[O-].[K+].C1(=CC=CC=C1)OCCCCCCCCCCCC.[K+].[K+] lauryl phenyl ether potassium phosphate